chloro(chloromethoxy)methanone ClC(=O)OCCl